FC1=C(C=C(C(=C1)F)C)C1=C(C=CC=C1C)F 2,2',4-trifluoro-5,6'-dimethyl-[1,1'-biphenyl]